2-(2-((3S,5R)-5-((S)-2-cyano-4,4-difluoropyrrolidine-1-carbonyl)-2-oxopyrrolidin-3-yl)acetyl)isoindoline-5-carboxylic acid C(#N)[C@H]1N(CC(C1)(F)F)C(=O)[C@H]1C[C@H](C(N1)=O)CC(=O)N1CC2=CC=C(C=C2C1)C(=O)O